FC(C12CCC(CC1)(CC2)NC2=NC(=NC=C2C#N)NC2=C(C=C(C(=C2)[N+](=O)[O-])N(C)CCN(C)C)OC)F 4-((4-(Difluoromethyl)bicyclo[2.2.2]octan-1-yl)amino)-2-((4-((2-(dimethylamino)-ethyl)(methyl)amino)-2-methoxy-5-nitrophenyl)amino)pyrimidine-5-carbonitrile